Dibenzyl (4-(5-(benzyloxy)-3-methyl-4-oxo-3,4-dihydropyrido[3,4-d]pyridazin-7-yl)phenethyl)phosphonate C(C1=CC=CC=C1)OC1=NC(=CC2=C1C(N(N=C2)C)=O)C2=CC=C(CCP(OCC1=CC=CC=C1)(OCC1=CC=CC=C1)=O)C=C2